C1(CC1)COC1=C(C=CC(=N1)C1=CC(=C(N(C)CCCC(=O)O)C(=C1)F)F)OC 4-[4-[6-(cyclopropylmethoxy)-5-methoxy-2-pyridinyl]-2,6-difluoro-N-methyl-anilino]butanoic acid